BrC1=C(C(=C2C(NC(N(C2=C1)C=1C(=NC=CC1C)C(C)C)=O)=O)F)Cl 7-bromo-6-chloro-5-fluoro-1-(2-isopropyl-4-methylpyridin-3-yl)quinazolin-2,4(1H,3H)-dione